1-(4-methoxy-3-methylphenyl)-2-(3,4,5-trimethoxyphenyl)ethan-1-one (chlorocarbonyl)oxyethyl-Isobutyrate ClC(=O)OCCOC(C(C)C)=O.COC1=C(C=C(C=C1)C(CC1=CC(=C(C(=C1)OC)OC)OC)=O)C